(1r,3r)-N-((6-fluoroisoquinolin-5-yl)methyl)-3-(3-(2-(trifluoromethyl)oxetan-2-yl)phenoxy)cyclobutan-1-amine FC=1C(=C2C=CN=CC2=CC1)CNC1CC(C1)OC1=CC(=CC=C1)C1(OCC1)C(F)(F)F